4-((4-(heptyloxy)phenyl)ethynyl)benzaldehyde C(CCCCCC)OC1=CC=C(C=C1)C#CC1=CC=C(C=O)C=C1